4-hydroxy-3-(2,2,2-trifluoroethan-1-one-1-yl)-2H-[1]benzothieno[3,2-h]-1-benzopyran OC1=C(COC2=C1C=CC1=C2SC2=C1C=CC=C2)C(C(F)(F)F)=O